1-(benzenesulfonyl)-6-chloro-N-(4-fluorophenyl)indol-5-amine C1(=CC=CC=C1)S(=O)(=O)N1C=CC2=CC(=C(C=C12)Cl)NC1=CC=C(C=C1)F